5-(4-fluorophenyl)-4-oxo-1,4-dihydropyridine-3-carboxylic acid ethyl ester C(C)OC(=O)C1=CNC=C(C1=O)C1=CC=C(C=C1)F